1-((3-(5-(5-cyanothiophen-2-yl)-4,5-dihydro-1H-pyrazole-1-carbonyl)bicyclo[1.1.1]-pentan-1-yl)methyl)-1H-indazole-5-carbonitrile C(#N)C1=CC=C(S1)C1CC=NN1C(=O)C12CC(C1)(C2)CN2N=CC1=CC(=CC=C21)C#N